NC1=CC(=C(C(=C1)C)CC=1C=C2C3(C(NC2=CC1)=O)CCC3)C 5'-[(4-amino-2,6-dimethylphenyl)methyl]-1'H-spiro[cyclobutane-1,3'-indol]-2'-one